C(C(=C)C)(=O)OCCSSCCOC(C(=C)C)=O (2-(methacryloyloxy) ethyl) disulfide